(S)-N-methyl-N-(pyrrolidin-3-yl)-8-(trifluoromethoxy)quinolin-5-amine hydrochloride Cl.CN(C=1C=2C=CC=NC2C(=CC1)OC(F)(F)F)[C@@H]1CNCC1